7-chloro-4-[(2R,3S)-3-(methanesulfonylmethyl)-2-methylazetidin-1-yl]-1-(propan-2-yl)-2,6-naphthyridine ClC1=NC=C2C(=CN=C(C2=C1)C(C)C)N1[C@@H]([C@H](C1)CS(=O)(=O)C)C